C(C1=CC=CC=C1)OC=1C=NC(=NC1)C1=NC=CC=C1 5-(benzyloxy)-2-(pyridin-2-yl)pyrimidine